N1N=CC=2C1=NC=C(C2)CN2CCC1=CC=C(C=C21)C(=O)NC2=CC(=NO2)C(C)(C)C 1-((1H-Pyrazolo[3,4-b]pyridin-5-yl)methyl)-N-(3-(tert-butyl)isoxazol-5-yl)indolin-6-carboxamid